C1(CCCCC1)C1=CC=C(C=C1)C=1NC=2N(C(C1)=O)N=CC2C(=O)O 5-(4-cyclohexylphenyl)-7-oxo-4,7-dihydropyrazolo[1,5-a]pyrimidine-3-carboxylic acid